BrC1=C2C(N(C(C2=CC=C1CN1CCC(CC1)NC1=NC=C(C(=N1)C=1C=NN(C1CC1CC1)C)Cl)=O)C1C(NC(CC1)=O)=O)=O 4-bromo-5-((4-((5-chloro-4-(5-(cyclopropylmethyl)-1-methyl-1H-pyrazol-4-yl)pyrimidin-2-yl)amino)piperidin-1-yl)methyl)-2-(2,6-dioxopiperidin-3-yl)isoindoline-1,3-dione